IC1=C(OC=2C(=NC(=NC2)N)N)C=C(C(=C1)OC)OC 5-(2-Iodo-4,5-dimethoxy-phenoxy)-pyrimidine-2,4-diamine